6-[2-methoxy-4-(trifluoromethyl)phenyl]-4-methyl-1,2,4-triazin-5-one COC1=C(C=CC(=C1)C(F)(F)F)C=1C(N(C=NN1)C)=O